C(C)S(=O)(=O)NC1CN(CC1(F)F)C(=O)N(C)C 3-[(ethanesulfonyl)amino]-4,4-difluoro-N,N-dimethylpyrrolidine-1-carboxamide